(tert-butyl 1-(7-cyclopropyl-7H-pyrrolo[2,3-d]pyrimidin-2-yl) piperidin-4-yl) carbamate C(N)(OC1CC(N(CC1)C=1N=CC2=C(N1)N(C=C2)C2CC2)C(C)(C)C)=O